C1=CC(=C(C=C1[C@H]([C@@H](C(=O)O)N)O)O)O The molecule is a serine derivative that is L-serine substituted at the beta-position by a 3,4-dihydroxyphenyl group. A prodrug for noradrenalone, it is used for treatment of neurogenic orthostatic hypotension It has a role as a prodrug, a vasoconstrictor agent and an antihypertensive agent. It is a catechol and a L-tyrosine derivative.